4-chloro-2-(pyridin-2-yl)thieno[2,3-d]pyrimidine ClC=1C2=C(N=C(N1)C1=NC=CC=C1)SC=C2